C(C(C)C)[Li] i-butyl-lithium